C(C1=CC=CC=C1)O[C@H]1C[C@H](C1)SCC (cis-3-(benzyloxy)cyclobutyl)(ethyl)sulfane